5-chloro-3-(3-fluoro-3-(hydroxymethyl)cyclobutyl)quinazolin-4(3H)-one ClC1=C2C(N(C=NC2=CC=C1)C1CC(C1)(CO)F)=O